FC(C=1OC(=O)C2=CC=CC=C2C1C1=CC=C(C=C1)Cl)(F)F 3-trifluoromethyl-4-(4-chlorophenyl)-isocoumarin